5-[(3R,5S)-3,5-dimethylpiperazin-1-yl]-N-(7-fluoro-2-methyl-indazol-5-yl)-2-(tetrahydrofuran-3-ylmethoxy)quinazoline-8-carboxamide C[C@@H]1CN(C[C@@H](N1)C)C1=C2C=NC(=NC2=C(C=C1)C(=O)NC1=CC2=CN(N=C2C(=C1)F)C)OCC1COCC1